C(C)C1(OC(C(O1)=O)C)CC 2,2-diethyl-5-methyl-1,3-dioxolan-4-one